ClC1=C(C=CC=C1)N1C(N=C(C2=CC=C(C=C12)C(F)(F)F)NCC1CC1)=O 1-(2-chlorophenyl)-4-((cyclopropyl-methyl)amino)-7-(trifluoromethyl)-quinazolin-2(1H)-one